O=C1N(C(C2=CC=CC=C12)=O)OCCOCCC(=O)O 3-(2-(1,3-dioxoisoindolin-2-yloxy)ethoxy)propanoic acid